1-((tetrahydro-2H-pyran-2-yl)oxy)cyclopropane-1-carbaldehyde O1C(CCCC1)OC1(CC1)C=O